(4'-methyl-3-(neopentyloxy)spiro[chromeno[2,3-b]pyridine-5,2'-imidazole]-5',7-diyl)bis(5-chloropyridine-2-carboxamide) CC1=NC2(N=C1C=1C(=NC=C(C1)Cl)C(=O)N)C1=CC(=CC=C1OC1=NC=C(C=C12)OCC(C)(C)C)C=1C(=NC=C(C1)Cl)C(=O)N